(3S)-5'-bromo-1'-(4-chloro-3-fluorophenyl)-3-methoxy-1',2'-dihydrospiro[cyclopentane-1,3'-pyrrolo[3,2-b]pyridine] BrC1=CC=C2C(=N1)C1(CN2C2=CC(=C(C=C2)Cl)F)C[C@H](CC1)OC